8-(3,5-dichlorophenyl)-N-[(4S)-3,4-dihydro-2H-chromen-4-yl]-4-(morpholin-4-yl)-1,7-naphthyridine-3-carboxamide ClC=1C=C(C=C(C1)Cl)C=1N=CC=C2C(=C(C=NC12)C(=O)N[C@H]1CCOC2=CC=CC=C12)N1CCOCC1